4-(2-pyridylazo)resorcinol N1=C(C=CC=C1)N=NC1=C(C=C(O)C=C1)O